7-amino-8-bromo-imidazo[1,2-a]pyridine-6-carboxamide NC1=C(C=2N(C=C1C(=O)N)C=CN2)Br